ClC1=NC=C(C(=N1)N(C)CC12COC(CC1)(CC2)C=2N(C=C(N2)C(F)(F)F)C2CCC2)OC 2-chloro-N-((1-(1-cyclobutyl-4-(trifluoromethyl)-1H-imidazol-2-yl)-2-oxabicyclo[2.2.2]oct-4-yl)methyl)-5-methoxy-N-methylpyrimidin-4-amine